NC1=C(C=C(C=N1)C1=CC=C(C=C1)NC(=O)NCCO)OC(C)C1=C(C(=CC=C1F)F)Cl 1-(4-{6-amino-5-[1-(2-chloro-3,6-difluoro-phenyl)-ethoxy]-pyridin-3-yl}-phenyl)-3-(2-hydroxy-ethyl)-urea